[3-(difluoromethyl)-1-(4-formylcyclohexyl)pyrazol-4-yl]-5-[(1R,4R)-2-oxa-5-azabicyclo[2.2.1]heptan-5-yl]pyrazolo[1,5-a]pyrimidine-3-carboxamide FC(C1=NN(C=C1C1=NN2C(N=C(C=C2)N2[C@H]3CO[C@@H](C2)C3)=C1C(=O)N)C1CCC(CC1)C=O)F